9-(p-butylphenyl)acridine barium [Ba].C(CCC)C1=CC=C(C=C1)C=1C2=CC=CC=C2N=C2C=CC=CC12